(5E)-3-methylcyclopentadec-5-en CC1CCCCCCCCCCC/C=C/C1